N-(4-(4-amino-7-(1-(trifluoromethyl)cyclopropyl)imidazo[5,1-f][1,2,4]triazin-5-yl)benzyl)-5-fluoro-2-methoxybenzamide NC1=NC=NN2C1=C(N=C2C2(CC2)C(F)(F)F)C2=CC=C(CNC(C1=C(C=CC(=C1)F)OC)=O)C=C2